caproamidobiotin CCCCCC(=O)NC(CCC[C@H]1[C@@H]2[C@H](CS1)NC(=O)N2)C(=O)O